7-Chloro-4-(2,6-dimethoxy-4-propylphenyl)-1-ethylindolin-2-one ClC=1C=CC(=C2CC(N(C12)CC)=O)C1=C(C=C(C=C1OC)CCC)OC